FC1=CC=C(C=C1)C1=NNC(=C1C1=CC=NC=C1)CC(=O)N1CCNCC1 2-[3-(4-fluorophenyl)-4-(pyridin-4-yl)-1H-pyrazol-5-yl]-1-(piperazin-1-yl)ethan-1-one